tert-Butyl 1-(6-((2-amino-2-oxo-1-phenylethyl)thio)-3,5-dicyano-4-ethylpyridin-2-yl)-1,7-diazaspiro[3.5]nonane-7-carboxylate NC(C(C1=CC=CC=C1)SC1=C(C(=C(C(=N1)N1CCC12CCN(CC2)C(=O)OC(C)(C)C)C#N)CC)C#N)=O